CN1N=CC(=C1C)C=O 1,5-dimethyl-pyrazole-4-carbaldehyde